1-(4-((1S,3R)-3-((S)-5-(3,5-difluorophenyl)-3-oxo-6,7-dihydro-3H-pyrrolo[2,1-c][1,2,4]triazol-2(5H)-yl)cyclobutyl)pyrimidin-2-yl)-1H-pyrazole-4-carbonitrile FC=1C=C(C=C(C1)F)[C@@H]1CCC2=NN(C(N21)=O)C2CC(C2)C2=NC(=NC=C2)N2N=CC(=C2)C#N